2,2'-Azobis(isobutyronitril) N(=NC(C#N)(C)C)C(C#N)(C)C